BrC=1C(=CC(=NC1)C1=CC=C2N1N=CC(=C2)C#N)NC2CCOCC2 7-{5-bromo-4-[(oxan-4-yl)amino]pyridin-2-yl}pyrrolo[1,2-b]pyridazine-3-carbonitrile